OC=1C=C(C=CC1O)CC(C(=O)O)O (+)-3-(3,4-dihydroxyphenyl)lactic acid